tert-butyl N-[(1R)-5-fluoroindan-1-yl]-N-(5-oxotetrahydropyran-3-yl)carbamate FC=1C=C2CC[C@H](C2=CC1)N(C(OC(C)(C)C)=O)C1COCC(C1)=O